5'-chloro-6-(((4-cyanotetrahydro-2H-pyran-4-yl)methyl)amino)-[2,4]-bipyridin ClC=1C(=CC=NC1)C1=NC(=CC=C1)NCC1(CCOCC1)C#N